6-pentanoyladenosine C(CCCC)(=O)C1(C2=NCN([C@H]3[C@H](O)[C@H](O)[C@@H](CO)O3)C2=NC=N1)N